C(C)N(C(=S)NC=1SC(=CN1)OC1=CC=C(C=C1)F)C[C@H](C)O (S)-1-ethyl-3-(5-(4-fluorophenoxy)thiazol-2-yl)-1-(2-hydroxypropyl)thiourea